FC1=C(C=C(C=C1)NC(=O)C1=C(C=CC=C1)NC(C1=C(N=CC=C1OC)NC12CC(C1)(C2)N2CCOCC2)=O)C(F)(F)F N-(2-((4-Fluoro-3-(trifluoromethyl)phenyl)carbamoyl)phenyl)-4-methoxy-2-((3-morpholinobicyclo[1.1.1]pentan-1-yl)amino)nicotinamide